(R)-2-((S)-2-((tert-Butoxycarbonyl)(methyl)amino)-N,4-dimethylvaleramido)-3-(5-(tert-butyl)-1,2,4-oxadiazol-3-yl)propanoic acid C(C)(C)(C)OC(=O)N([C@H](C(=O)N(C)[C@@H](C(=O)O)CC1=NOC(=N1)C(C)(C)C)CC(C)C)C